CC1=NN(C(=C1)C)C1=CC=C(C=N1)S(=O)(=O)NC=1C=CC=C2C=NN(C12)C 6-(3,5-DIMETHYL-1H-PYRAZOL-1-YL)-N-(1-METHYL-1H-INDAZOL-7-YL)PYRIDINE-3-SULFONAMIDE